N-ethylcyclohexane-1,2-diamine C(C)NC1C(CCCC1)N